2-(4-aminobutyl)propane-1,3-diol NCCCCC(CO)CO